FC=1C=C(C=CC1)C1OC(=C(C1=O)O)N 2-(3-fluorophenyl)-5-amino-4-hydroxy-3(2H)-furanone